(+/-)-trans-methyl 3-((2-(2-chloro-5-trityl-5H-pyrrolo[2,3-b]pyrazin-7-yl)-6-(diphenylamino)pyrimidin-4-yl)amino)bicyclo[2.2.2]octane-2-carboxylate ClC=1N=C2C(=NC1)N(C=C2C2=NC(=CC(=N2)NC2C(C1CCC2CC1)C(=O)OC)N(C1=CC=CC=C1)C1=CC=CC=C1)C(C1=CC=CC=C1)(C1=CC=CC=C1)C1=CC=CC=C1